NC=1N=CC2=C(N1)C1(C(N(C2)C=2C=C(C=CC2C)NC(C2=C(C=CC(=C2)C(F)(F)F)Cl)=O)=O)CC1 N-(3-(2'-Amino-7'-oxo-5'H-spiro[cyclopropane-1,8'-pyrido[4,3-d]pyrimidine]-6'(7'H)-yl)-4-methylphenyl)-2-chloro-5-(trifluoromethyl)benzamide